FC=1C=C2N=CC=3N(C(N4C(COC(=C2C34)C1)(C)C)=O)C 6-fluoro-2,10,10-trimethyl-9,10-dihydro-8-oxa-2,4,10a-triazanaphtho[2,1,8-cde]Azulene-1(2H)-one